BrC=1C=CC2=C(C(=C(O2)C(C)O)COC2=C(C=CC=C2)CC(=O)OCC)C1 ethyl 2-(2-((5-bromo-2-(1-hydroxyethyl)benzofuran-3-yl)methoxy)phenyl)acetate